S1C(NC2=C1C=CC=C2)=S 3H-1,3-benzothiazole-2-thione